C(CCC)C1=CC=CC(=C1)I butyl-5-iodobenzene